(6-chlorodibenzo[b,d]furan-4-yl)boronic acid ClC1=CC=CC=2C3=C(OC21)C(=CC=C3)B(O)O